6-(tert-butyl)-5,6,7,8-tetrahydrothieno[2,3-b]quinoline-2-carboxylic acid C(C)(C)(C)C1CC=2C=C3C(=NC2CC1)SC(=C3)C(=O)O